CC(C)(C)[S@](=O)N[C@@H](C)C=1N=CN2C3=C(OCC21)C=C(C=C3)C(F)(F)F (S)-2-methyl-N-((S)-1-(7-trifluoromethyl-4H-benzo[b]imidazo[1,5-d][1,4]oxazin-3-yl)ethyl)propane-2-sulfinamide